2-(pyridin-2-yl)-5-(1-(pyridin-2-yl)ethoxy)pyrazine N1=C(C=CC=C1)C1=NC=C(N=C1)OC(C)C1=NC=CC=C1